C12CCCC(CCC1)B2 9-borabicyclo(3.3.1)nonane